C(C)N(S(=O)(=O)C1=CC=C(C=C1)S(=O)(=O)N1C[C@@H](CCC1)C(=O)N[C@H]1CN(CC1)C(=O)OCC)CC Ethyl (R)-3-((R)-1-((4-(N,N-diethylsulfamoyl)phenyl)sulfonyl)piperidine-3-carboxamido)pyrrolidine-1-carboxylate